C(C)(=O)N1CCC(CC1)NC(=O)NC12CC3C4=C(C(CC(C1)(C3)Cl)C2)C=CC=C4 1-(1-acetylpiperidin-4-yl)-3-(9-chloro-5,6,8,9,10,11-hexahydro-7H-5,9:7,11-dimethanobenzo[9]annulen-7-yl)urea